5-chloro-N-(3-cyclopropyl-5-(((3S,5R)-3,5-dimethylpiperazin-1-yl)methyl)phenyl)-4-((S)-3-phenylisoxazolidin-2-yl)pyrimidin-2-amine ClC=1C(=NC(=NC1)NC1=CC(=CC(=C1)CN1C[C@@H](N[C@@H](C1)C)C)C1CC1)N1OCC[C@H]1C1=CC=CC=C1